C(C)(C)(C)OC(=O)N1C2CN(C(C1)C2)C=2C=C1C(=CN(C(C1=CC2)=O)CC)I 5-(2-Ethyl-4-iodo-1-oxo-1,2-dihydroisoquinolin-6-yl)-2,5-diazabicyclo[2.2.1]heptane-2-carboxylic acid tert-butyl ester